2,6-Dichloro-7-(4-methoxybenzyl)-7H-purine ClC1=NC(=C2N(C=NC2=N1)CC1=CC=C(C=C1)OC)Cl